5-(4-ethyl-2-fluorophenyl)-1-(1-methylpiperidin-4-yl)-N-[(3S)-9-fluoro-2-oxo-5-phenyl-1,3-dihydro-1,4-benzodiazepine-3-Yl]pyrazole-4-carboxamide C(C)C1=CC(=C(C=C1)C1=C(C=NN1C1CCN(CC1)C)C(=O)N[C@@H]1C(NC2=C(C(=N1)C1=CC=CC=C1)C=CC=C2F)=O)F